5-bromo-2-cyano-pyridin-3-yl 2,4,6-tri-O-acetyl-3-azido-3-deoxy-1-thio-alpha-D-galactopyranoside C(C)(=O)O[C@H]1[C@@H](SC=2C(=NC=C(C2)Br)C#N)O[C@@H]([C@@H]([C@@H]1N=[N+]=[N-])OC(C)=O)COC(C)=O